(1r,4r)-4-[3-(1,2,3,4-tetrahydro-1,5-naphthyridin-1-yl)-1H-pyrazolo[3,4-b]pyrazin-6-yl]-1',3'-dihydrospiro[cyclohexane-1,2'-indene]-3'-one N1(CCCC2=NC=CC=C12)C1=NNC2=NC(=CN=C21)C2CCC1(CC3=CC=CC=C3C1=O)CC2